CCCCCCCCCCCCCCCC(=O)N[C@@H](CO[C@H]1[C@@H]([C@H]([C@@H]([C@H](O1)CO)O[C@H]2[C@@H]([C@H]([C@H]([C@H](O2)CO)O[C@H]3[C@@H]([C@H]([C@H]([C@H](O3)CO)O)O[C@H]4[C@@H]([C@H]([C@H]([C@H](O4)CO)O)O)O)NC(=O)C)O[C@@]5(C[C@@H]([C@H]([C@@H](O5)[C@@H]([C@@H](CO)O)O)NC(=O)C)O)C(=O)O)O)O)O)[C@@H](/C=C/CCCCCCCCCCCCC)O The molecule is a sialotetraosylceramide having beta-D-Gal-(1->3)-beta-D-GalNAc-(1->4)-[alpha-Neu5Ac-(2->3)]-beta-D-Gal-(1->4)-beta-D-Glc as the sialotetraosyl component. It has a role as a mouse metabolite. It derives from a hexadecanoic acid.